NC1=C2N=CN(C2=NC(=N1)C#CC)[C@@H]1SC[C@H]([C@H]1O)O (2R,3R,4S)-2-(6-amino-2-(prop-1-yn-1-yl)-9H-purin-9-yl)tetrahydrothiophene-3,4-diol